methyl 2-((5-(1-(4-ethylphenyl)-1H-pyrazol-4-yl)-1H-indol-3-yl)amino)-2-oxoacetate C(C)C1=CC=C(C=C1)N1N=CC(=C1)C=1C=C2C(=CNC2=CC1)NC(C(=O)OC)=O